3-([1,1'-biphenyl]-4-yl)-9,9'-spirobi[fluoren]-2-amine C1(=CC=C(C=C1)C=1C(=CC=2C3(C4=CC=CC=C4C2C1)C1=CC=CC=C1C=1C=CC=CC13)N)C1=CC=CC=C1